2-{3-[5-(difluoromethyl)-1,3,4-oxadiazol-2-yl]-5-fluorophenyl}-3-[(4-methylphenyl)methoxy]pyridine FC(C1=NN=C(O1)C=1C=C(C=C(C1)F)C1=NC=CC=C1OCC1=CC=C(C=C1)C)F